3,7-diethyl-3,7-dimethyl-4,6-nonanedione C(C)C(CC)(C(CC(C(CC)(C)CC)=O)=O)C